ClC=1C=C(N)C=CC1N1CCN(CC1)N1CCN(CC1)C 3-chloro-4-(4-(4-methylpiperazin-1-yl)piperazin-1-yl)aniline